FC=1C=C(C=C(C1)OCC(C)C)C1=CC=C(C(=N1)N1C(C[C@@H](C1)C)(C)C)C(=O)NS(=O)(=O)C1=CC=NN1 6-(3-Fluoro-5-isobutoxyphenyl)-N-(1H-pyrazol-5-ylsulfonyl)-2-[(4S)-2,2,4-trimethylpyrrolidin-1-yl]pyridin-3-carboxamid